CC1=CN(C(=O)NC1=O)[C@H]2C[C@@H]([C@H](O2)COP(=O)(O)O[C@H]3C[C@@H](O[C@@H]3COP(=O)(O)O[C@H]4C[C@@H](O[C@@H]4COP(=O)(O)O[C@H]5C[C@@H](O[C@@H]5COP(=O)(O)O[C@H]6C[C@@H](O[C@@H]6COP(=O)(O)O[C@H]7C[C@@H](O[C@@H]7COP(=O)(O)O[C@H]8C[C@@H](O[C@@H]8COP(=O)(O)O[C@H]9C[C@@H](O[C@@H]9COP(=O)(O)O[C@H]1C[C@@H](O[C@@H]1COP(=O)(O)O[C@H]1C[C@@H](O[C@@H]1COP(=O)(O)O[C@H]1C[C@@H](O[C@@H]1COP(=O)(O)O[C@H]1C[C@@H](O[C@@H]1COP(=O)(O)O[C@H]1C[C@@H](O[C@@H]1COP(=O)(O)O[C@H]1C[C@@H](O[C@@H]1COP(=O)(O)O[C@H]1C[C@@H](O[C@@H]1CO)N1C=CC(=NC1=O)N)N1C=CC(=NC1=O)N)N1C=NC2=C1N=C(NC2=O)N)N1C=C(C(=O)NC1=O)C)N1C=CC(=NC1=O)N)N1C=CC(=NC1=O)N)N1C=NC2=C(N=CN=C21)N)N1C=C(C(=O)NC1=O)C)N1C=NC2=C(N=CN=C21)N)N1C=NC2=C(N=CN=C21)N)N1C=C(C(=O)NC1=O)C)N1C=CC(=NC1=O)N)N1C=NC2=C(N=CN=C21)N)N1C=CC(=NC1=O)N)OP(=O)(O)OC[C@@H]1[C@H](C[C@@H](O1)N1C=CC(=NC1=O)N)OP(=O)(O)OC[C@@H]1[C@H](C[C@@H](O1)N1C=NC2=C1N=C(NC2=O)N)OP(=O)(O)OC[C@@H]1[C@H](C[C@@H](O1)N1C=CC(=NC1=O)N)O The molecule is a single-strand DNA oligonucleotide comprised of four deoxyadenosine, eight deoxycytidine, four thymidine and two deoxyguanidine residues connected by 3'->5' phosphodiester linkages in the sequence C-C-G-T-C-C-A-T-A-A-T-C-A-C-T-C-G-C.